FC1=CC2=C(C=C1OC)CO[C@@H]1[C@H]2NCCC1 |r| rac-(4aS,10bS)-9-fluoro-8-methoxy-2,3,4,4a,6,10b-hexahydro-1H-isochromeno[4,3-b]pyridine